OC1=CC=C(C=C1)S(=O)(=O)[O-].[Zn+2].OC1=CC=C(C=C1)S(=O)(=O)[O-] zinc para-hydroxybenzenesulfonate